N-(3-(6-(4-(piperazin-1-yl)phenyl)furo[3,2-b]pyridin-3-yl)benzyl)methanesulfonamide N1(CCNCC1)C1=CC=C(C=C1)C=1C=C2C(=NC1)C(=CO2)C=2C=C(CNS(=O)(=O)C)C=CC2